FC1=C(CN2[C@@H](C[C@@](CC2)(C(=O)O)CC2=NC(=CC=C2F)NC2=NNC(=C2)C)C)C(=CC=C1)F (2R,4R)-1-(2,6-difluorobenzyl)-4-((3-fluoro-6-((5-methyl-1H-pyrazol-3-yl)amino)pyridin-2-yl)-methyl)-2-methylpiperidine-4-carboxylic acid